4-((4-((t-Butoxycarbonyl)amino)butyl)amino)benzoic acid C(C)(C)(C)OC(=O)NCCCCNC1=CC=C(C(=O)O)C=C1